C(C1=CC=CC=C1)N1CC(CC1)(N)C1=CC=C(C=C1)Cl 1-benzyl-3-(4-chlorophenyl)pyrrolidin-3-amine